N1=CC=C(C=C1)C=1N=C(C2=C(N1)C=NC(=C2)CC(F)(F)F)N2CCC1(CCNC1)CC2 2-(pyridin-4-yl)-4-(2,8-diazaspiro[4.5]decan-8-yl)-6-(2,2,2-trifluoroethyl)pyrido[3,4-d]pyrimidine